(R)-1-(2-chlorophenyl)ethyl (3-methyl-5-(4-(methylamino)phenyl)isoxazol-4-yl)carbamate CC1=NOC(=C1NC(O[C@H](C)C1=C(C=CC=C1)Cl)=O)C1=CC=C(C=C1)NC